C(OC1=CC=C(C=C1)[N+](=O)[O-])(OC1CC(C1)N1C(CCC1)=O)=O 4-nitrophenyl ((1s,3s)-3-(2-oxopyrrolidin-1-yl)cyclobutyl) carbonate